5-Isopropyl-quinoline C(C)(C)C1=C2C=CC=NC2=CC=C1